(N-[4-amino-5-(4-benzyloxybenzoyl)thiazol-2-yl]-3,4-difluoro-anilino)propanamide NC=1N=C(SC1C(C1=CC=C(C=C1)OCC1=CC=CC=C1)=O)N(C1=CC(=C(C=C1)F)F)C(C(=O)N)C